4-{[3-(2-aminobenzo[d]thiazol-6-yl)-5-(3-fluorophenyl)-1H-pyrazol-1-yl]methyl}-N-hydroxybenzamide NC=1SC2=C(N1)C=CC(=C2)C2=NN(C(=C2)C2=CC(=CC=C2)F)CC2=CC=C(C(=O)NO)C=C2